2-[4-Chloro-5-[(3R,4R)-3-methyl-1-(1-methylsulfonylpyrrolidin-3-yl)sulfonyl-4-piperidyl]-1H-imidazol-2-yl]-5-fluoro-pyridine ClC=1N=C(NC1[C@H]1[C@H](CN(CC1)S(=O)(=O)C1CN(CC1)S(=O)(=O)C)C)C1=NC=C(C=C1)F